(S)-N-(2-(furo[3,2-c]pyridin-4-yl)propan-2-yl)-2-(1-methylpyrrolidin-2-yl)acetamide O1C=CC=2C(=NC=CC21)C(C)(C)NC(C[C@H]2N(CCC2)C)=O